CC(C)C1=NN=C2N1C=CC=C2 3-(1-methylethyl)[1,2,4]triazolo[4,3-a]pyridin